C(C)OC(CC(C)C(C(C(=O)[O-])(O)C(C)CC(OCC)=O)(O)C(=O)[O-])=O di-(4-ethoxy-4-oxo-butan-2-yl)-tartrate